N1C=C(C2=CC=CC=C12)C[C@@H](C)N (2R)-1-(1H-indol-3-yl)propane-2-amine